monotertiary Butyl-Glycerol C(C)(C)(C)C(CO)(O)CO